CN1N=CC(=C1)C1CN(CC2=CC=CC=C12)C(=O)C1=NN(C=C1)C1=CC=CC=C1 [4-(1-Methylpyrazol-4-yl)-3,4-dihydro-1H-isoquinolin-2-yl]-(1-phenylpyrazol-3-yl)methanone